BrC(C(CC[C@]1(OC2=C(C(=C(C(=C2CC1)C)O[Si](C)(C)C(C)(C)C)C)C)C)O)(C)C 4-bromo-1-((S)-6-((tert-butyldimethylsilyl)oxy)-2,5,7,8-tetramethyl-chroman-2-yl)-4-methylpentan-3-ol